FC=1C(=NC(=NC1)NC1CCN(CC1)S(=O)(=O)C)C1=C(C2=C(C(NC2=O)(C)C)S1)C 2-(5-fluoro-2-((1-(methylsulfonyl)piperidin-4-yl)amino)pyrimidin-4-yl)-3,6,6-trimethyl-5,6-dihydro-4H-thieno[2,3-c]pyrrol-4-one